1-(2-(dimethylamino)ethyl)-N1-ethyl-N4-(4-(7-fluoro-1-methyl-1H-indol-3-yl)-5-(trifluoromethyl)pyrimidin-2-yl)benzene-1,2,4-triamine CN(CCC1(C(C=C(C=C1)NC1=NC=C(C(=N1)C1=CN(C2=C(C=CC=C12)F)C)C(F)(F)F)N)NCC)C